(2s)-1-(1-benzothiophen-6-yl)-N-methylpropan-2-amine S1C=CC2=C1C=C(C=C2)C[C@H](C)NC